(E)-1-(4-propylphenyl)-2-(p-tolyl)diazene C(CC)C1=CC=C(C=C1)\N=N\C1=CC=C(C=C1)C